FC1=C(C=C(C=C1)F)C[C@@H](C(=O)O)NC(=O)OCC1C2=CC=CC=C2C=2C=CC=CC12 (2S)-3-(2,5-difluorophenyl)-2-(9H-fluoren-9-ylmethoxycarbonylamino)propanoic acid